C(C1=CC=CC=C1)NC(=O)NN(CC#C)CC(=O)N[C@H](C(=O)N(CC1=C2C=CC=NC2=CC=C1)CC(OCC)OCC)CC1=CC=C(C=C1)OC(C)(C)C (S)-N-benzyl-2-(2-(3-(4-tert-butoxyphenyl)-1-((2,2-diethoxyethyl)(quinolin-5-ylmethyl)amino)-1-oxopropan-2-ylamino)-2-oxoethyl)-2-(prop-2-ynyl)hydrazinecarboxamide